FC(OC1=CC=C(C=C1)C=1C=C(C(N(N1)C=1C=NC=CC1)=O)C(=O)N[C@@H](C)[C@H](C)O)F 6-[4-(difluoromethoxy)phenyl]-N-[(2s,3s)-3-hydroxybut-2-yl]-3-oxo-2-(pyridin-3-yl)-2,3-dihydropyridazine-4-carboxamide